[N+](=O)([O-])C1=C(C=CC=C1)S(=O)(=O)C1=C(C=CC=C1)[N+](=O)[O-] (2-nitrophenyl)sulfon